NC1=C2C(=NC=N1)N(N=C2C=2C=C1C(=NNC1=CC2)C)C(C)C=2OC1=CC=CC=C1C(C2C2=CC(=CC=C2)F)=O 2-(1-(4-amino-3-(3-methyl-1H-indazol-5-yl)-1H-pyrazolo[3,4-d]pyrimidin-1-yl)ethyl)-3-(3-fluorophenyl)-4H-chromen-4-one